7-(2-bromobenzylidene)-2-azaspiro[3.5]Nonane-2-carboxylic acid tert-butyl ester C(C)(C)(C)OC(=O)N1CC2(C1)CCC(CC2)=CC2=C(C=CC=C2)Br